(R)-2-amino-3-(3,4-difluorophenyl)-1-(4-((5R,7S)-7-hydroxy-5-methyl-6,7-dihydro-5H-cyclopenta[d]pyrimidin-4-yl)piperazin-1-yl)propan-1-one N[C@@H](C(=O)N1CCN(CC1)C=1C2=C(N=CN1)[C@H](C[C@H]2C)O)CC2=CC(=C(C=C2)F)F